7-aminonaphthalene-1,3,6-trisulfonic acid NC1=C(C=C2C=C(C=C(C2=C1)S(=O)(=O)O)S(=O)(=O)O)S(=O)(=O)O